2-(4-(3-(1-(5-chloropyrimidin-2-yl)piperidin-4-yl)propoxy)-2-fluorophenyl)acetic acid ClC=1C=NC(=NC1)N1CCC(CC1)CCCOC1=CC(=C(C=C1)CC(=O)O)F